methyl 8-(2-(3,4-dichlorophenoxy)acetamido)chromane-2-carboxylate ClC=1C=C(OCC(=O)NC=2C=CC=C3CCC(OC23)C(=O)OC)C=CC1Cl